NC1=CC(=CC=2N(C(OC21)=O)CC2=CC=CC=C2)C=2C(=NOC2C)C 7-amino-3-benzyl-5-(3,5-dimethylisoxazol-4-yl)benzo[d]oxazol-2(3H)-one